[C@@H]1([C@H](O)[C@@H](O)[C@@H](O1)[C@H](O)CO)O[C@@H]([C@H]1[C@@H]([C@H]([C@@H](O1)O[C@@H]1[C@@H](OCCCN)O[C@@H]([C@H]([C@@H]1O)O)CO)O)O)CO 3-Aminopropyl beta-D-galactofuranosyl-(1→5)-beta-D-galactofuranosyl-(1→2)-alpha-D-mannopyranoside